N[C@@H]1C2=CC(=CC=C2CC12CCN(CC2)C2=NC(=C(N=C2CO)C2=C(C(=CC=C2)Cl)Cl)C)C(C)(C)O (S)-2-(1-amino-1'-(5-(2,3-dichlorophenyl)-3-(hydroxymethyl)-6-methylpyrazin-2-yl)-1,3-dihydrospiro[inden-2,4'-piperidin]-6-yl)propan-2-ol